ONC(=O)C1=CC2=C(OCC(N2CC2=CC=C(C=C2)N2CCOCC2)=O)C=C1 N-hydroxy-4-(4-morpholinobenzyl)-3-oxo-3,4-dihydro-2H-benzo[b][1,4]oxazine-6-carboxamide